CO[C@@H]1CC[C@H](CC1)C1=NC=2C(=NC=CC2C2CCN(CC2)C(=O)OC(C)(C)C)N1 (trans)-tert-butyl 4-[2-(4-methoxycyclohexyl)-3H-imidazo[4,5-b]pyridin-7-yl]piperidine-1-carboxylate